C(=O)(OC(C)(C)C)N1C[C@H](OC(C1)(C)C)C(=O)O (2S)-4-Boc-6,6-Dimethylmorpholine-2-carboxylic acid